BrC1=C(C(=CC(=C1)F)Br)OC 1,3-Dibromo-5-fluoro-2-methoxy-benzene